CC=1N=C2N(N=C(C=C2C)C2=CC3=C(N=C(N=N3)C3CCN(CC3)C(=O)OC(C)(C)C)C(=C2)F)C1 tert-Butyl 4-(7-(2,8-dimethylimidazo[1,2-b]pyridazin-6-yl)-5-fluorobenzo[e][1,2,4]triazin-3-yl)piperidine-1-carboxylate